(2S,4R)-tert-Butyl 4-fluoro-2-(3-(thieno[3,2-b]thiophen-2-yl)cyclopentylcarbamoyl)pyrrolidine-1-carboxylate F[C@@H]1C[C@H](N(C1)C(=O)OC(C)(C)C)C(NC1CC(CC1)C1=CC2=C(S1)C=CS2)=O